3-benzoyl-naphtho[2,3-d]isoxazole-4,9-dione C(C1=CC=CC=C1)(=O)C1=NOC2=C1C(C=1C=CC=CC1C2=O)=O